C(#N)C=1C=CC(=C(C1)C1=C(C(N(C=C1)C)=O)C(=O)N)N1CCC(CC1)OC1=CC(=C(C=C1)F)F 5-cyano-2-(4-(3,4-difluorophenoxy)piperidin-1-yl)phenyl-1-methyl-2-oxo-1,2-dihydropyridine-3-carboxamide